4-[4-[(5-bromo-1-methyl-imidazole-2-carbonyl)amino]-2-chloro-benzoyl]piperazine-1-carboxylic acid tert-butyl ester C(C)(C)(C)OC(=O)N1CCN(CC1)C(C1=C(C=C(C=C1)NC(=O)C=1N(C(=CN1)Br)C)Cl)=O